C1(=CC=CC=C1)N(C(C1=CC=CC=C1)=O)CCN1CCN(CC1)CC=1SC=CC1 N-phenyl-N-(2-(4-(thiophen-2-ylmethyl)piperazin-1-yl)ethyl)benzamide